ClC1=C(C2=C(NC(O[C@]23CN(CC3)C(=O)C3CN(CC3)CC3=CC=C(C=C3)CN3C(C=CC=C3)=O)=O)C=C1)F (4S)-6-Chloro-5-fluoro-1'-(1-(4-((2-oxopyridin-1(2H)-yl)methyl)benzyl)pyrrolidine-3-carbonyl)spiro[benzo[d][1,3]oxazine-4,3'-pyrrolidin]-2(1H)-one